N'-((4-fluoro-2,6-diisopropylphenyl)carbamoyl)benzo[d][1,3]dioxole-5-sulfonimidamide FC1=CC(=C(C(=C1)C(C)C)NC(=O)N=S(=O)(N)C1=CC2=C(OCO2)C=C1)C(C)C